tert-butyl 3-(((hydrazinecarbonothioyl)oxy)methyl)azetidine-1-carboxylate N(N)C(=S)OCC1CN(C1)C(=O)OC(C)(C)C